1-methyl-4,5,6,7-tetrahydropyrazolo[3,4-c]pyridine dihydrochloride Cl.Cl.CN1N=CC2=C1CNCC2